O1[C@H](COCC1)CN1N=C2C3=C(CCC2=C1)C=C(C=C3C(F)(F)F)C(=O)NC([2H])([2H])[C@H]3OCCC3 2-(((S)-1,4-dioxane-2-yl)methyl)-N-(((S)-tetrahydrofuran-2-yl)methyl-d2)-9-(trifluoromethyl)-4,5-dihydro-2H-benzo[g]indazole-7-carboxamide